(S)-7-chloro-3-(2-hydroxy-prop-2-yl)-5-phenyl-1H-benzo[e][1,4]diazepin-2(3H)-one ClC1=CC2=C(NC([C@@H](N=C2C2=CC=CC=C2)C(C)(C)O)=O)C=C1